acryloyl-dimethyltaurin ammonium [NH4+].C(C=C)(=O)C(N(C)C)CS(=O)(=O)O